4-bromo-5,7-dimethyl-1H-indole BrC1=C2C=CNC2=C(C=C1C)C